4-(4-chlorophenyl)piperidine-1-carboxylic acid tert-butyl ester C(C)(C)(C)OC(=O)N1CCC(CC1)C1=CC=C(C=C1)Cl